2,2-Difluoro-2-(quinoline-8-yl)acetic acid FC(C(=O)O)(C=1C=CC=C2C=CC=NC12)F